NC1=C(N=C(S1)C1=C(C=CC=C1F)F)C(=O)NC=1C(=C2C(=NC1)C=CS2)N2C[C@H](CCC2)N 5-amino-N-{7-[(3S)-3-aminopiperidin-1-yl]thieno[3,2-b]pyridin-6-yl}-2-(2,6-difluorophenyl)-1,3-thiazole-4-carboxamide